FC(F)(F)C1=NC=CC=C1C1=NC(=CC(=C1)C(=O)N)C=1C=NC=CC1 (trifluoromethyl)-[3,2':6',3''-terpyridine]-4'-carboxamide